[Cl-].[Cl-].CC(C)=[Zr+2](C1C=CC2=CC=CC=C12)C1C=CC2=CC=CC=C12 dimethylmethylenebis(indenyl)zirconium dichloride